[Si]12(OCCN(CCO1)CCO2)CCCOC2=CC=C(C[N+](CCCS(=O)(=O)[O-])(C)C)C=C2 3-({4-[3-(2,8,9-trioxa-5-aza-1-silabicyclo[3.3.3]undecane-1-yl) Propoxy]benzyl}dimethylammonio)propane-1-sulfonate